(Z)-1-(2-chloro-6-methylphenyl)-N'-hydroxycyclopropane-1-carboximidamide ClC1=C(C(=CC=C1)C)C1(CC1)/C(/N)=N/O